C(C1=CC=CC=C1)OC(=O)NCCOC=1C=C(COCC2CN(C2)C(=O)OC(C)(C)C)C=CC1 tert-Butyl 3-(((3-(2-(((benzyloxy)carbonyl)amino)ethoxy)benzyl)oxy)methyl)azetidine-1-carboxylate